n-[4-[2-ethyl-4-(3-methylphenyl)-1,3-thiazol-5-yl]-2-pyridyl]phenylacetamide CCC1=NC(=C(S1)C2=CC(=NC=C2)NC(=O)CC3=CC=CC=C3)C4=CC=CC(=C4)C